2-amino-7-{[N-(2-methanesulfonylphenyl)acetamido]methyl}quinoline-3-carboxamide Sodium ethoxide [O-]CC.[Na+].NC1=NC2=CC(=CC=C2C=C1C(=O)N)CN(C(C)=O)C1=C(C=CC=C1)S(=O)(=O)C